N1CCCC2=CC(=CC=C12)OC(C)=O Acetic acid 1,2,3,4-tetrahydroquinolin-6-yl ester